FC1(C(COC1)COC1=NN(C=C1[N+](=O)[O-])COCC[Si](C)(C)C)F 3-((4,4-difluorotetrahydrofuran-3-yl)methoxy)-4-nitro-1-((2-(trimethylsilyl)ethoxy)methyl)-1H-pyrazole